4-(4-hydroxyphenyl)-butane-2-one OC1=CC=C(C=C1)CCC(C)=O